2,5-dioxopyrrolidin-1-yl 3-(2-(2-(2,5-dioxo-3,4-bis(phenylthio)-2,5-Dihydro-1H-pyrrol-1-yl)ethoxy)ethoxy)propanoate O=C1N(C(C(=C1SC1=CC=CC=C1)SC1=CC=CC=C1)=O)CCOCCOCCC(=O)ON1C(CCC1=O)=O